C=C(C)C1COC2(C1)CN(CC2)C(=O)OC(C)(C)C tert-Butyl 3-(prop-1-en-2-yl)-1-oxa-7-azaspiro[4.4]nonane-7-carboxylate